2-(4-(2-((2-methylpyridin-4-yl)methyl)-2H-tetrazol-5-yl)phenylsulfonylamino)acetamide CC1=NC=CC(=C1)CN1N=C(N=N1)C1=CC=C(C=C1)S(=O)(=O)NCC(=O)N